ClC=1C(N(C=C(C1C1=C(C=C(C=C1)F)Cl)C1=CC(=CC(=C1)OC)OC)OC)=O 3-chloro-4-(2-chloro-4-fluorophenyl)-5-(3,5-dimethoxyphenyl)-1-methoxy-2(1H)-pyridone